FC(OCCNCCOC(F)(F)F)(F)F bis[2-(trifluoromethoxy)ethyl]amine